C(C)(C)(C)OC(=O)N1C=C(C2=CC(=C(C=C12)F)C)Br 3-bromo-6-fluoro-5-methyl-1H-indole-1-carboxylic acid tert-butyl ester